5-chloro-2-(2-cyclopropoxy-4-fluoro-phenoxy)-N-(2-oxo-1,2-dihydropyridin-4-yl)-6-(trifluoromethyl)nicotinamide ClC=1C(=NC(=C(C(=O)NC2=CC(NC=C2)=O)C1)OC1=C(C=C(C=C1)F)OC1CC1)C(F)(F)F